IC1=CC(=C(C=2C=CC=NC12)C(=O)N)C 8-IODO-6-METHYLQUINOLINE-5-CARBOXAMIDE